ClC1=C(C(=O)NC2=C3C=NN(C3=CC=C2)C=2N=NC(=CC2)C)C=C(C=C1)CNC(C(CO)(C)C)=O 2-Chloro-5-{[(3-hydroxy-2,2-dimethylpropanoyl)amino]methyl}-N-[1-(6-methylpyridazin-3-yl)-1H-indazol-4-yl]benzamide